CC1=CC=C(C=C1)S(=O)(=O)OCP(O)(O)=O p-toluenesulfonyloxymethylphosphonic acid